C(=C)C(C=C)C=C trivinyl-methane